ClC1=C(C=NC=C1)NC(=O)N1CCN(CC1)CC1=CC2=C(OC(O2)(F)F)C=C1 N-(4-Chloropyridin-3-yl)-4-((2,2-difluorobenzo[d][1,3]dioxol-5-yl)methyl)piperazine-1-carboxamide